tert-butyl 6-(2,6-bis(benzyloxy)pyridin-3-yl)-3,4-dihydroisoquinoline-2(1H)-carboxylate C(C1=CC=CC=C1)OC1=NC(=CC=C1C=1C=C2CCN(CC2=CC1)C(=O)OC(C)(C)C)OCC1=CC=CC=C1